N2-[2-(4-methoxyphenyl)[1,2,4]triazolo[1,5-c]quinazolin-5-yl]-N-[2-(piperidin-1-yl)ethyl]-D-alaninamide COC1=CC=C(C=C1)C1=NN2C(=NC=3C=CC=CC3C2=N1)N[C@H](C)C(=O)NCCN1CCCCC1